1-((3S,5R,8R,9S,10S,13R,14S,17R)-14-hydroxy-10,13-dimethyl-17-(2-oxo-2H-pyran-5-yl)hexadecahydro-1H-cyclopenta[a]phenanthren-3-yl)-3-(2-(2-oxopiperazin-1-yl)ethyl)urea O[C@]12[C@@H]3CC[C@@H]4C[C@H](CC[C@@]4([C@H]3CC[C@@]2([C@H](CC1)C=1C=CC(OC1)=O)C)C)NC(=O)NCCN1C(CNCC1)=O